3-((4-(Tert-butyl)phenyl)amino)pentane-1,5-diol C(C)(C)(C)C1=CC=C(C=C1)NC(CCO)CCO